(2S,3R)-3-cyclopropyl-3-(3-(((1r,4R)-4-(2-fluoro-5-methoxyphenyl)cyclohexanecarbonyl)oxy)phenyl)-2-methylpropanoic acid C1(CC1)[C@H]([C@@H](C(=O)O)C)C1=CC(=CC=C1)OC(=O)C1CCC(CC1)C1=C(C=CC(=C1)OC)F